C(C)(=O)NCCN(CC[C@@H](C(=O)O)NC1=NC(=NC=C1)OC)CCCCC1=NC=2NCCCC2C=C1 (S)-4-((2-acetamidoethyl)(4-(5,6,7,8-tetrahydro-1,8-naphthyridin-2-yl)butyl)amino)-2-((2-methoxypyrimidin-4-yl)amino)butanoic acid